CN(C1CCC(CC1)NC1=CC=CC=2N1N=C(C2SC(F)(F)F)C#CCNC(C)=O)C N-(3-(7-(((1r,4r)-4-(dimethylamino)cyclohexyl)amino)-3-((trifluoromethyl)thio)pyrazolo[1,5-a]pyridin-2-yl)prop-2-yn-1-yl)acetamide